O1CCOC12CC(CC2)O 1,4-dioxaspiro[4.4]nonane-7-ol